FC(C1=CC=C(C=C1)/C=C/C(=O)NCC(=O)N1CC2=CC=C(C=C2CC1)C(C(=O)O)C)(F)F 2-[2-[2-[[(E)-3-[4-(trifluoromethyl)phenyl]prop-2-enoyl]amino]acetyl]-3,4-dihydro-1H-isoquinolin-6-yl]propanoic acid